[N+](=O)([O-])C1=C(C=C(C(=O)OCC(C)C)C#N)C=CC=C1 isobutyl 2-nitro-α-cyanocinnamate